6-methoxy-N-(morpholinomethyl)-2-(pyrrolidin-1-yl)-7-(3-(pyrrolidin-1-yl)prop-1-yn-1-yl)quinazolin-4-amine COC=1C=C2C(=NC(=NC2=CC1C#CCN1CCCC1)N1CCCC1)NCN1CCOCC1